methyl (benzyl(1,3-dioxoisoindolin-2-yl)carbamoyl)phenylalaninate C(C1=CC=CC=C1)N(C(=O)N[C@@H](CC1=CC=CC=C1)C(=O)OC)N1C(C2=CC=CC=C2C1=O)=O